ClC1=C(C=CC=C1C1=C(C(=NC=C1)C1=CC(=C(C=C1)CN1CCC(CC1)O)OC)Cl)C1=CC=C(C(=N1)OC)CN1CC2(C1)CN(CC2)C(C)=O 1-(2-((6-(2-Chloro-3-(3-chloro-2-(4-((4-hydroxypiperidin-1-yl)methyl)-3-methoxyphenyl)pyridin-4-yl)phenyl)-2-methoxypyridin-3-yl)methyl)-2,6-diazaspiro[3.4]octan-6-yl)ethan-1-one